C/C(/C(=O)O)=C\C(=O)O.C(\C(\C)=C\C(=O)O)(=O)O mesaconic acid (methyl fumarate)